C1(CC1)OCC1C(C1)(C1=NOC(N1)=C=O)N1C(=CC2=CC(=CC=C12)[C@@H]1CC(OCC1)(C)C)C(=O)N(C1=CC=CC=C1)C 1-(2-(cyclopropyloxymethyl)-1-(5-carbonyl-4,5-dihydro-1,2,4-oxadiazol-3-yl)cyclopropyl)-5-((S)-2,2-dimethyltetrahydro-2H-pyran-4-yl)-N-methyl-N-phenyl-1H-indole-2-carboxamide